ClC=1C(=NC(=NC1)NC1=C(C=C(C=C1)N1CCC(CC1)NCCCCCCNC1=C2C(N(C(C2=CC=C1)=O)C1C(NC(CC1)=O)=O)=O)OC)NC1=C(C=CC=C1)P(=O)(OC)OC 4-((6-((1-(4-((5-chloro-4-((2-(dimethylphosphono)phenyl)amino)pyrimidin-2-yl)amino)-3-methoxyphenyl)piperidin-4-yl)amino)hexyl)amino)-2-(2,6-dioxopiperidin-3-yl)isoindolin-1,3-dione